2,3,5-trichlorophenylacetate ClC1=C(C=C(C=C1Cl)Cl)CC(=O)[O-]